tert-butyl 4-ethoxypiperidine-1,4-dicarboxylate C(C)OC1(CCN(CC1)C(=O)OC(C)(C)C)C(=O)[O-]